2-morpholinobenzo[d]oxazole-5-carboxamide O1CCN(CC1)C=1OC2=C(N1)C=C(C=C2)C(=O)N